[1-(2-Aminoethyl)-6-(3-chloro-1H-pyrazol-4-yl)pyrrolo[3,2-c]pyridin-3-yl]-(6-fluorochroman-3-yl)methanone NCCN1C=C(C=2C=NC(=CC21)C=2C(=NNC2)Cl)C(=O)C2COC1=CC=C(C=C1C2)F